(6-((5-Chloro-2-((5-ethyl-2-methoxy-4-(9-methyl-3,9-diazaspiro[5.5]undecan-3-yl)phenyl)amino)pyrimidin-4-yl)amino)-2,3-dimethylphenyl)dimethylphosphine oxide ClC=1C(=NC(=NC1)NC1=C(C=C(C(=C1)CC)N1CCC2(CC1)CCN(CC2)C)OC)NC2=CC=C(C(=C2P(C)(C)=O)C)C